N[C@@H](CC=1C=NC=C(C(=O)O)C1)C(=O)O (S)-5-(2-amino-2-carboxyethyl)nicotinic acid